3-PYRROLYLSULFONAMIDE N1C=C(C=C1)S(=O)(=O)N